2-[(2R,5R)-2-(Methoxymethyl)-5-methylpiperazin-1-yl]-1-{6-[(4-methoxyphenyl)methyl]-3,3-dimethyl-1H,2H,3H-pyrrolo[3,2-c]pyridin-1-yl}ethan-1-one, hydrochloride salt Cl.COC[C@@H]1N(C[C@H](NC1)C)CC(=O)N1CC(C=2C=NC(=CC21)CC2=CC=C(C=C2)OC)(C)C